4-(9-phenyl-6-(pyridin-4-yl)-9H-purin-2-yl)morpholine C1(=CC=CC=C1)N1C2=NC(=NC(=C2N=C1)C1=CC=NC=C1)N1CCOCC1